CN1C(=CC2=CC=CC=C12)B1OC(C(O1)(C)C)(C)C 1-methyl-2-(4,4,5,5-tetramethyl-1,3,2-dioxaborolan-2-yl)-1H-indole